N-[2-(dimethylamino)ethyl]-11-oxo-11H-5,10-diazatetraphene-6-carboxamide hydrochloride Cl.CN(CCNC(=O)C=1N=C2C=CC=CC2=C2C=C3C(NC=CC3=CC12)=O)C